9-ethyl-9H-fluorene-4-carboxamide carbamate C(N)(O)=O.C(C)C1C2=CC=CC=C2C=2C(=CC=CC12)C(=O)N